3-(6-amino-1-(4-amino-2-fluorobenzyl)-1H-pyrazolo[3,4-d]pyrimidine-4-yl)-2-fluorobenzonitrile NC1=NC(=C2C(=N1)N(N=C2)CC2=C(C=C(C=C2)N)F)C=2C(=C(C#N)C=CC2)F